FC1=C2C=C(N(C2=CC=C1)C)C(=O)N1[C@@H]([C@H]2C([C@H]2C1)(C)C)C(=O)N[C@H](C=O)C[C@H]1C(NCC1)=O (1R,2S,5S)-3-(4-Fluoro-1-methyl-1H-indole-2-carbonyl)-6,6-dimethyl-N-((S)-1-oxo-3-((S)-2-oxopyrrolidin-3-yl)propan-2-yl)-3-azabicyclo[3.1.0]hexane-2-carboxamide